(8-((R)-pyrrolidin-3-yl)-2H-benzo[b][1,4]oxazin-4(3H)-yl)piperidine-2,6-dione N1C[C@H](CC1)C1=CC=CC2=C1OCCN2N2C(CCCC2=O)=O